1-(3-chloro-4-fluorophenyl)methylamine ClC=1C=C(C=CC1F)CN